3-(4-(4'-chloro-5'-oxo-5'H-spiro[cyclohexane-1,7'-indolo[1,2-a]quinazolin]-10'-yl)-[1,4'-bipiperidin]-1'-yl)propanoic acid ClC=1C=2C(N=C3N(C2C=CC1)C1=CC(=CC=C1C31CCCCC1)C1CCN(CC1)C1CCN(CC1)CCC(=O)O)=O